(E)-5-bromopentyl-3-pentyltridec-2-enoate BrCCCCCOC(\C=C(\CCCCCCCCCC)/CCCCC)=O